1-(thiophene-3-ylmethyl)-1H-imidazole-2-carboxylic acid S1C=C(C=C1)CN1C(=NC=C1)C(=O)O